N-(3-((4-fluorophenyl)sulfonylamino)-4-hydroxyphenyl)-4'-(trifluoromethyl)-[1,1'-biphenyl]-4-carboxamide FC1=CC=C(C=C1)S(=O)(=O)NC=1C=C(C=CC1O)NC(=O)C1=CC=C(C=C1)C1=CC=C(C=C1)C(F)(F)F